N[C@H](C(=O)NC=1C=C2CC(CC2=CC1)(N1C(NC(C1)C(F)(F)F)=O)C(C)C)C(C1CCCCC1)C1CCCCC1 (2S)-2-amino-3,3-dicyclohexyl-N-(2-isopropyl-2-(2-oxo-4-(trifluoromethyl)imidazolidin-1-yl)-2,3-dihydro-1H-inden-5-yl)propanamide